FC1=C(C=C(C=C1)[N+](=O)[O-])C1=CC(=NC(=C1)C)OC 4-(2-fluoro-5-nitrophenyl)-2-methoxy-6-methylpyridine